7-carbamoyl-2-(4-hydroxybutyl)-8-(naphthalen-1-ylmethyl)-6-oxo-9-(3-(trifluoromethyl)phenyl)-3,4-dihydro-2H,6H-pyrido[1,2-e][1,2,5]thiadiazine-4-carboxylic acid 1,1-dioxide C(N)(=O)C1=C(C(=C2N(C(CN(S2(=O)=O)CCCCO)C(=O)O)C1=O)C1=CC(=CC=C1)C(F)(F)F)CC1=CC=CC2=CC=CC=C12